CNC(=S)C1=CC=C(C=C1)C1=NOC(=N1)C(F)(F)F N-methyl-4-[5-(trifluoro-methyl)-1,2,4-oxadiazol-3-yl]benzenecarbothioamide